COC1=CC=C(C=C1)N1C(C(=C(C=C1C)C)C#N)=O 1-(4-methoxyphenyl)-4,6-dimethyl-2-oxo-1,2-dihydropyridine-3-carbonitrile